O=S1(NCC2=C1C=CC(=C2)NC2=NNC(=C2)C2CC(CC2)NC(=O)NC(C)C)=O 1-(3-(3-((1,1-dioxo-2,3-dihydrobenzo[d]isothiazol-5-yl)amino)-1H-pyrazol-5-yl)cyclopentyl)-3-isopropylurea